C(C)(C)(C)OC(COC1=CC(=C(C=C1)C)N1C(NC(CC1)=O)=O)=O tert-butyl-2-(3-(2,4-dioxotetrahydropyrimidin-1(2H)-yl)-4-methylphenoxy)acetate